C(C1=CC=CC=C1)OC1=CC(=NC2=CC=CC=C12)C(=O)NCC1=CC=C(C(=O)O)C=C1 4-((4-(benzyloxy)quinoline-2-carboxamido)methyl)benzoic acid